CC1(OB(OC1(C)C)NC1=CC=CC=C1)C 4,4,5,5-tetramethyl-1,3,2-dioxaborolan-2-ylaniline